6-(6,6-difluoro-3-azabicyclo[3.1.0]hexan-3-yl)quinoline-4-carboxylic acid FC1(C2CN(CC12)C=1C=C2C(=CC=NC2=CC1)C(=O)O)F